COC(C1=C(C(=CC(=C1)I)I)I)OC 2,3,5-triiodobenzaldehyde dimethyl acetal